N-(2-bromophenyl)-1H-benzo[d]imidazol-2-amine BrC1=C(C=CC=C1)NC1=NC2=C(N1)C=CC=C2